O=C1C2=C(C=3C=CN=C4C3C1=CC=C4)C=CC=C2 7-oxo-7H-dibenzo[f,ij]isoquinoline